C(C=C)(=O)N1CCN(CC1)C1=NC(N(C2=C(C(=C(C=C12)Cl)Br)C)C1=C(C=CC=C1)C(C)C)=O 4-(4-Acryloylpiperazin-1-yl)-7-bromo-6-chloro-1-(2-isopropylphenyl)-8-methylquinazolin-2(1H)-one